N-(5-((2-ethyl-2H-1,2,3-triazol-4-yl)ethynyl)-8-(methylamino)-2,7-naphthyridin-3-yl)cyclopropanecarboxamide C(C)N1N=CC(=N1)C#CC1=C2C=C(N=CC2=C(N=C1)NC)NC(=O)C1CC1